zinc 12-octadecenate C(CCCCCCCCCCC=CCCCCC)(=O)[O-].[Zn+2].C(CCCCCCCCCCC=CCCCCC)(=O)[O-]